FC=1C(N(C=C(C1)C=1C=NN(C1)C(C)C1=CC=CC=C1)C)=O 3-fluoro-1-methyl-5-(1-(1-phenylethyl)-1H-pyrazol-4-yl)pyridin-2(1H)-one